CC(CO)C(CC)C.[Na] sodium 2,3-dimethyl-amyl alcohol